BrCC[N+]12CCN(CC1)CC2 1-(2-bromoethyl)-1,4-diazabicyclo[2.2.2]octane-1-ium